C1=CC=CC=2C3=CC=CC=C3C(C12)COC(=O)NCCOCCC(=O)O 3-(2-((((9H-Fluoren-9-yl)methoxy)carbonyl)amino)ethoxy)propanoic acid